2-ethoxy-1H-benzimidazole-7-carboxylic acid C(C)OC1=NC2=C(N1)C(=CC=C2)C(=O)O